C(C=C)(=O)N1[C@H](CN(CC1)C=1C2=C(N=C(N1)OC1CCN(CC1)C1CCOCC1)CN(C2)C2CC1=CC=CC3=CC=CC2=C13)CC#N 2-((2S)-1-acryloyl-4-(6-(1,2-dihydroacenaphthylen-1-yl)-2-((1-(tetrahydro-2H-pyran-4-yl)piperidin-4-yl)oxy)-6,7-dihydro-5H-pyrrolo[3,4-d]pyrimidin-4-yl)piperazin-2-yl)acetonitrile